NC1=C(C2=C(S1)C(=CC=C2C2=C1C(=NN3C1=C(C=C2F)C(N2C(CC3)CNCC2)=O)Cl)F)C#N 2-Amino-4-(4-chloro-2-fluoro-14-oxo-8,8a,9,10,11,12-hexahydro-7H,14H-pyrazino[1',2':5,6][1,5]diazocino[3,2,1-hi]indazol-3-yl)-7-fluorobenzo[b]thiophene-3-carbonitrile